1-hydroxymethylcyclopentan-1-ol OCC1(CCCC1)O